(+)-Hexanoyl-carnitine chloride [Cl-].C(CCCCC)(=O)C(O)(C[N+](C)(C)C)CC([O-])=O